CC=1C=C(C(=O)N[C@@H]2CCC3=CC(=CC=C23)C2=NOC(=N2)C)C=CN1 (R)-2-methyl-N-(5-(5-methyl-1,2,4-oxadiazol-3-yl)-2,3-dihydro-1H-inden-1-yl)isonicotinamide